ClC1=CC=C(C=C1)C1(CN(CC1)C(CC(C)C)=O)NS(=O)(=O)C1=CC=C(C=C1)OC(F)(F)F N-[3-(4-chlorophenyl)-1-(3-methylbutanoyl)pyrrolidin-3-yl]-4-(trifluoromethoxy)benzenesulfonamide